C(C)ON=CC N-ethoxy-ethaneimine